BrC1=C2C(=NC(=C1)Cl)C(=NN2CC(F)(F)F)I 7-bromo-5-chloro-3-iodo-1-(2,2,2-trifluoroethyl)-1H-pyrazolo[4,3-b]pyridine